CC(C)(C=CCCCCCCCC)C 2,2-dimethyl-3-dodecene